OC1=NC2=CC=CC=C2C(=N1)O 2,4-dihydroxyquinazoline